3-((3-((6-amino-2-fluoro-9H-purin-9-yl)methyl)benzyl)thio)propan-1-ol NC1=C2N=CN(C2=NC(=N1)F)CC=1C=C(CSCCCO)C=CC1